N.C(C)(C)(C)OC(N)=O Carbamic acid tert-butyl ester ammonia salt